C(N)(=O)C1=CC=C(C=C1)C1=C(NC2=CC(=CC=C12)C)C(=O)O 3-(4-carbamoylphenyl)-6-methyl-1H-indole-2-carboxylic acid